4-[4-(6-[[(1S,2S,3R,5R)-2-fluoro-8-azabicyclo[3.2.1]oct-3-yl](methyl)amino]-1,2,4-triazin-3-yl)-3-hydroxyphenyl]-1-methylpyridin-2-one F[C@H]1[C@@H]2CC[C@H](C[C@H]1N(C1=CN=C(N=N1)C1=C(C=C(C=C1)C1=CC(N(C=C1)C)=O)O)C)N2